methyl 4,4-dimethyl-1,2,3,4-tetrahydronaphthalene-1-carboxylate CC1(CCC(C2=CC=CC=C12)C(=O)OC)C